FC(OC1=CC=C(C=C1)S(=O)(=O)N1[C@H]2CC(C[C@@H]1CC2)(O)CN2CCOCC2)F (1R,3s,5S)-8-((4-(difluoromethoxy)phenyl)sulfonyl)-3-(morpholinomethyl)-8-azabicyclo[3.2.1]octan-3-ol